NCC1(CN(C1)C[C@@H](CNC(OC(C)(C)C)=O)O)O Tert-butyl N-[(2R)-3-[3-(aminomethyl)-3-hydroxy-azetidin-1-yl]-2-hydroxy-propyl]carbamate